3-(4-dichlorophosphorylphenyl)-N-[4-(pentafluorosulfanyl)phenyl]pyrazin-2-amine ClP(=O)(Cl)C1=CC=C(C=C1)C=1C(=NC=CN1)NC1=CC=C(C=C1)S(F)(F)(F)(F)F